4-(5-hydroxy-6-(methoxymethoxy)benzo[b]thiophen-2-yl)-4-oxobutanoic acid OC1=CC2=C(SC(=C2)C(CCC(=O)O)=O)C=C1OCOC